FC1=C2C=C(N(C2=CC=C1N1C=C(C=2C=C(C(=NC2C1=O)OC([2H])([2H])[2H])OC([2H])([2H])[2H])C(=O)N1CCC(CC1)F)C)C 7-(4-fluoro-1,2-dimethyl-1H-indol-5-yl)-5-(4-fluoropiperidine-1-carbonyl)-2,3-bis(methoxy-d3)-1,7-naphthyridin-8(7H)-one